C1CCC(CC1)[C@H](C(=O)O)O (R)-(-)-hexahydromandelic acid